C(C)(=O)NC1=NC=C(C(=C1)NC(OC(C)(C)C)=O)C1=NOC(=N1)C tert-butyl (2-acetamido-5-(5-methyl-1,2,4-oxadiazol-3-yl)pyridin-4-yl)carbamate